2-(diisopropylamino)ethyl ((((2R,3S,4R,5S)-5-(4-aminopyrrolo[2,1-f][1,2,4]triazin-7-yl)-2-cyano-3,4-dihydroxytetrahydrofuran-2-yl)methoxy)(phenoxy)phosphoryl)-L-alaninate NC1=NC=NN2C1=CC=C2[C@H]2[C@@H]([C@@H]([C@@](O2)(C#N)COP(=O)(OC2=CC=CC=C2)N[C@@H](C)C(=O)OCCN(C(C)C)C(C)C)O)O